C1COCCN1[C@@H]2[C@H]([C@H](CC2=O)OCC3=CC=C(C=C3)C4=CC=CC=C4)CC/C=C\\CCC(=O)[O-] The molecule is an oxo monocarboxylic acid anion obtained by deprotonation of the carboxy group of (1R,2R,5S)-AH23848. It is a conjugate base of a (1R,2R,5S)-AH23848. It is an enantiomer of a (1S,2S,5R)-AH23848(1-).